N1[C@@H](CCC1)CCNC(O[C@H]1[C@H](NC[C@@H]1O)CC1=CC(=C(C=C1)C1=CN=CO1)F)=O (2R,3S,4S)-2-{[3-fluoro-4-(1,3-oxazol-5-yl)phenyl]methyl}-4-hydroxypyrrolidin-3-yl N-{2-[(2S)-pyrrolidin-2-yl]ethyl}carbamate